2,2'-oxybis(N-(2-(2-(2-(2-(3-(6,8-dichloro-2-methyl-1,2,3,4-tetrahydroisoquinolin-4-yl)phenylsulfonamido)ethoxy)ethoxy)ethoxy)ethyl)acetamide) O(CC(=O)NCCOCCOCCOCCNS(=O)(=O)C1=CC(=CC=C1)C1CN(CC2=C(C=C(C=C12)Cl)Cl)C)CC(=O)NCCOCCOCCOCCNS(=O)(=O)C1=CC(=CC=C1)C1CN(CC2=C(C=C(C=C12)Cl)Cl)C